N-methyl-5-(4,4,5,5-tetramethyl-1,3,2-dioxaborolan-2-yl)pyridin-2-amine CNC1=NC=C(C=C1)B1OC(C(O1)(C)C)(C)C